(S)-N-(4-amino-6-methyl-5-(quinolin-3-yl)-8,9-dihydropyrimido[5,4-b]indolizin-8-yl)-2-methyl-3,3-dideuteropropenamide NC1=NC=NC2=C1C(=C1C(=C[C@@H](CN21)NC(C(=C([2H])[2H])C)=O)C)C=2C=NC1=CC=CC=C1C2